CP([O-])(=O)C.[Sn+4].CP([O-])(=O)C.CP([O-])(=O)C.CP([O-])(=O)C tin dimethylphosphinate